[3-fluoro-5-(1,1,2,2,3,3,3-heptafluoropropyl)-2-pyridyl]-5-nitro-2-[1-(3-oxobutyl)tetrazol-5-yl]sulfanyl-benzamide FC=1C(=NC=C(C1)C(C(C(F)(F)F)(F)F)(F)F)C=1C(=C(C(=O)N)C=C(C1)[N+](=O)[O-])SC1=NN=NN1CCC(C)=O